4,4'-bis[4-(2,7-difluorocarbazolyl)styryl]biphenyl FC1=C(C=2NC3=CC(=CC=C3C2C=C1)F)C1=CC=C(C=CC2=CC=C(C=C2)C2=CC=C(C=C2)C=CC2=CC=C(C=C2)C2=C(C=CC=3C4=CC=C(C=C4NC23)F)F)C=C1